tert-butyl (cis)-3,4-dihydroxy-3-methylpiperidine-1-carboxylate O[C@]1(CN(CC[C@H]1O)C(=O)OC(C)(C)C)C